(4-{imidazo[1,2-a]pyridin-6-yl}phenyl)[trans-4-{[5-(trifluoromethoxy)pyridin-2-yl]Amino}cyclohexyl](imino)-λ6-sulfanone N=1C=CN2C1C=CC(=C2)C2=CC=C(C=C2)S(=O)(=N)[C@@H]2CC[C@H](CC2)NC2=NC=C(C=C2)OC(F)(F)F